1-tert-butyl-3-(2-chloroacetyl)-urea C(C)(C)(C)NC(=O)NC(CCl)=O